The molecule is an amino acid zwitterion resulting from a transfer of a proton from the carboxy group to the amino group of 3-(5-oxoisoxazolin-2-yl)-L-alanine; major species at pH 7.3. It is a tautomer of a 3-(5-oxoisoxazolin-2-yl)-L-alanine. C1=CN(OC1=O)C[C@@H](C(=O)[O-])[NH3+]